[Cl-].N[C@@H]([C@H](O)C1=C(C(=CC=C1)F)Cl)CCC (1R,2R)-2-amino-1-(2-chloro-3-fluorophenyl)pentan-1-ol chloride